N-(but-3-en-1-yl)-N-(4-chloro-2-(1-(p-tolyl)vinyl)phenyl)-4-methylbenzenesulfonamide C(CC=C)N(S(=O)(=O)C1=CC=C(C=C1)C)C1=C(C=C(C=C1)Cl)C(=C)C1=CC=C(C=C1)C